COC=1C=C2C(=NC=3C4=C(C=CC3C2=CC1OC)C=C1C(=C4)OCO1)OCCCN1CCOCC1 2,3-Dimethoxy-13-(3-morpholinopropoxy)-[1,3]dioxolo[4',5':4,5]benzo[1,2-c]phenanthridine